N[C@@H](CC1=CC=CC=C1)C(=O)OC[C@H]1O[C@@]([C@@H]([C@@H]1OC(CC1CCCCC1)=O)O)(C#N)C1=CC=C2C(=NC=NN21)N ((2R,3S,4R,5R)-5-(4-aminopyrrolo[2,1-f][1,2,4]triazin-7-yl)-5-cyano-3-(2-cyclohexylacetoxy)-4-hydroxytetrahydrofuran-2-yl)methyl L-phenylalaninate